4-(tert-butoxyamino)quinoline-3,8-dinitrile C(C)(C)(C)ONC1=C(C=NC2=C(C=CC=C12)C#N)C#N